(6-aminohexyl)triphenylphosphine bromide hydrobromide Br.[Br-].NCCCCCCC1=C(C=CC=C1)P(C1=CC=CC=C1)C1=CC=CC=C1